FC1=C(C(=CC=C1)C(F)(F)F)N1CCC(CC1)N1C(N(C=2C(C1)=NN(C2)C)CC2=C(C=CC=C2)C(F)(F)F)=O 6-[1-(2-fluoro-6-trifluoromethyl-phenyl)-piperidin-4-yl]-2-methyl-4-(2-trifluoromethyl-benzyl)-2,4,6,7-tetrahydro-pyrazolo[4,3-d]pyrimidin-5-one